OC(C(=O)O)CCCCC Hydroxyheptanoic acid